3-methyl-1-ethylmethylimidazolesulfonate CN1C(N(C=C1)CCC)S(=O)(=O)[O-]